19-hydroxy-11-oxononadecanoate OCCCCCCCCC(CCCCCCCCCC(=O)[O-])=O